C1=C2C(=C(N=N1)C1=C(C=C(C=C1)C(F)(F)F)O)COCC2 7,8-dihydro-5H-pyrano[3,4-d]pyridazin-4-yl-5-(trifluoromethyl)phenol